NC1=NC=CC(=C1C#CCC1CCNCC1)OC1=C(C=C(C=C1)NC(=O)C=1C(N(C(N(C1)C(C)C)=O)C1=CC=C(C=C1)F)=O)F N-(4-(2-amino-3-(3-(piperidin-4-yl)prop-1-ynyl)pyridin-4-yloxy)-3-fluorophenyl)-3-(4-fluorophenyl)-1-isopropyl-2,4-dioxo-1,2,3,4-tetrahydropyrimidine-5-carboxamide